(2S)-N-[4-(3-anilino-5-methyl-4-oxo-4,5,6,7-tetrahydro-1H-pyrrolo[3,2-c]pyridin-2-yl)pyridin-2-yl]-2-(4-fluorophenyl)propanamide N(C1=CC=CC=C1)C1=C(NC2=C1C(N(CC2)C)=O)C2=CC(=NC=C2)NC([C@@H](C)C2=CC=C(C=C2)F)=O